(1S,2R)-diphenylethanolamine C1(=CC=CC=C1)N(CCO)C1=CC=CC=C1